C(C)(C)(C)OC(=O)N1CCN(CC1)C(C(=O)[O-])=O.[K+] potassium 2-(4-(tert-butoxycarbonyl)piperazin-1-yl)-2-oxoacetate